5-(chloromethyl)-4-methoxy-6-methyl-pyrimidine ClCC=1C(=NC=NC1C)OC